5-(5-((4'-chloro-5,5-dimethyl-3,4,5,6-tetrahydro-[1,1'-biphenyl]-2-yl)methyl)-2,5-diazabicyclo[2.2.2]oct-2-yl)-2-(2,6-dioxopiperidin-3-yl)isoindoline-1,3-dione ClC1=CC=C(C=C1)C1=C(CCC(C1)(C)C)CN1C2CN(C(C1)CC2)C=2C=C1C(N(C(C1=CC2)=O)C2C(NC(CC2)=O)=O)=O